C(C)OC(=O)C=1C(NC(=CC1O)CC=1C=NC=CC1)=O 4-hydroxy-2-oxo-6-(pyridin-3-ylmethyl)-1,2-dihydropyridine-3-carboxylic acid ethyl ester